N-[cis-1-cyclopropanecarbonyl-3-[(cis-4-phenylcyclohexyl)methoxy]piperidin-4-yl]methanesulfonamide C1(CC1)C(=O)N1C[C@H]([C@H](CC1)NS(=O)(=O)C)OC[C@@H]1CC[C@@H](CC1)C1=CC=CC=C1